FC=1C=C2C(=CN(C2=CC1)C1CN(CC1)C)C(C)C 5-fluoro-3-isopropyl-1-(1-methylpyrrolidin-3-yl)-1H-indole